C(C)(C)(C)N(C(O)=O)C1=C(C=2C(=NC=C(C2S1)F)Cl)C#N.O1CCN(CC1)C1=NC(=NC(=N1)N1CCOCC1)C=1C=CC2=C(N=C(O2)NC(C(C)C)=O)C1 N-(5-(4,6-dimorpholino-1,3,5-triazin-2-yl)benzo[d]oxazol-2-yl)isobutyramide tert-butyl-(4-chloro-3-cyano-7-fluorothieno[3,2-c]pyridin-2-yl)carbamate